BrC=1C=2N(C=C(C1)OCOC)N=CC2C#N 4-Bromo-6-(methoxymethoxy)pyrazolo[1,5-a]pyridine-3-carbonitrile